isopropyl-5-(4-(2-methoxy-2-phenyl-acetamido)-2-methylphenyl)nicotinamide C(C)(C)C1=C(C(=O)N)C=C(C=N1)C1=C(C=C(C=C1)NC(C(C1=CC=CC=C1)OC)=O)C